N-(2,6-diallylpyridin-4-yl)-2-oxo-6-(trifluoromethyl)-1,2-dihydropyridine-3-carboxamide C(C=C)C1=NC(=CC(=C1)NC(=O)C=1C(NC(=CC1)C(F)(F)F)=O)CC=C